ClC=1C=C(C=CC1C(NCC=1C=NNC1)=O)NC(=O)C=1N(C(=CN1)C1=C(C(=C(C=C1)OC)F)F)C N-[3-chloro-4-(1H-pyrazol-4-ylmethylcarbamoyl)phenyl]-5-(2,3-difluoro-4-methoxy-phenyl)-1-methyl-imidazole-2-carboxamide